(7-((3-methoxyphenyl)thio)pyrazolo[1,5-a]pyridin-3-yl)(piperidin-1-yl)methanone COC=1C=C(C=CC1)SC1=CC=CC=2N1N=CC2C(=O)N2CCCCC2